C(C1=CC=CC=C1)C1=NNC(=C1CC(=O)NO)C1=CC=CC=C1 2-(3-benzyl-5-phenyl-1H-pyrazol-4-yl)ethanehydroxamic acid